isopropyl ((((1R,2S,4S,6R)-2-(methoxymethyl)-6-methyl-3-oxoquinuclidin-2-yl)methoxy)(phenoxy)phosphoryl)-L-phenylalaninate COC[C@]1(N2[C@@H](C[C@@H](C1=O)CC2)C)COP(=O)(OC2=CC=CC=C2)N[C@@H](CC2=CC=CC=C2)C(=O)OC(C)C